COCCOC=1C(=NC=CC1)C1=CC=C(C=C1)C1=NNC2=NC=C(C=C21)C=2C=CC1=C(CC[C@H](CC1)N1C3COCC1C3)C2 6-[(7S)-2-(3-{4-[3-(2-Methoxyethoxy)pyridin-2-yl]phenyl}-1H-pyrazolo[3,4-b]pyridin-5-yl)-6,7,8,9-tetrahydro-5H-benzo[7]annulen-7-yl]-3-oxa-6-azabicyclo[3.1.1]heptane